4,5-Difluoro-2-methylbenzoic acid FC1=CC(=C(C(=O)O)C=C1F)C